FC=1C(=C(C=CC1F)[C@H]1[C@@H](O[C@@]([C@H]1C)(C(F)(F)F)C)C(=O)NC1=CC=CC(=N1)C(=O)N)OC 6-[[(2R,3S,4S,5S)-3-(3,4-difluoro-2-methoxy-phenyl)-4,5-dimethyl-5-(trifluoromethyl)tetrahydrofuran-2-carbonyl]amino]pyridine-2-carboxamide